phosphoric acid dimethacrylate C(C(=C)C)(=O)O.C(C(=C)C)(=O)O.P(O)(O)(O)=O